ClC=1C(N(N=CC1OCCC=1C=NC(=CC1)I)CC(C)(C)Cl)=O 4-chloro-2-(2-chloro-2-methyl-propyl)-5-(6-iodo-3-picolylmethoxy)pyridazin-3(2H)-one